3,7-Dichloro-1-(2-methylpyridin-3-yl)quinoxaline-2(1H)-on ClC=1C(N(C2=CC(=CC=C2N1)Cl)C=1C(=NC=CC1)C)=O